C(#N)C(CCC(=O)O)(C)SC(=O)CC 4-cyano-4-(ethylcarbonylthio)pentanoic acid